[18F]fluorophenylalanine [18F]N[C@@H](CC1=CC=CC=C1)C(=O)O